5-(8-(Cyclopropylmethyl)-1,4-dioxaspiro[4.5]decan-8-yl)oxazole C1(CC1)CC1(CCC2(OCCO2)CC1)C1=CN=CO1